OC(C(=O)OCCCCCCCOC(C(CCCCCCCC)CCCCCC)=O)CC(=O)OCCCCCCCOC(C(CCCCCCCC)CCCCCC)=O Bis(7-((2-hexyldecanoyl)oxy)heptyl) 2-hydroxysuccinate